C(N)(=O)C1C(C=CC(=C1)C#N)(CC)NC(=O)C=1N(N=C(C1)OC)C1=NC=CC=C1Cl N-(2-carbamoyl-4-cyano-1-ethyl-phenyl)-2-(3-chloro-2-pyridyl)-5-methoxy-pyrazole-3-carboxamide